(E)-3,6,6-Trimethyl-2-((p-tolylamino)methyl)-6,7-dihydrobenzofuran-4(5H)-one O-prop-2-yn-1-yl oxime C(C#C)O\N=C\1/CC(CC2=C1C(=C(O2)CNC2=CC=C(C=C2)C)C)(C)C